(R)-6-chloro-5-(1-(3,5-dichloropyridin-4-yl)ethoxy)-3-(6-(6-(methylsulfonyl)-2,6-diazaspiro[3.3]heptan-2-yl)pyridin-3-yl)-1H-indazole ClC1=C(C=C2C(=NNC2=C1)C=1C=NC(=CC1)N1CC2(C1)CN(C2)S(=O)(=O)C)O[C@H](C)C2=C(C=NC=C2Cl)Cl